FC(S(=O)(=O)OB(OS(=O)(=O)C(F)(F)F)O)(F)F.[Li] lithium bis(trifluoromethyl-sulfonyl)boric acid